CC1=C(C=CC=C1C1N(CCC2=C1SC(=N2)C(=O)N)CC#N)C2=C(C(=CC=C2)C2N(CCC1=C2SC(=N1)C(=O)N)CC#N)C (2,2'-dimethyl-[1,1'-biphenyl]-3,3'-diyl)bis(5-(cyanomethyl)-4,5,6,7-tetrahydrothiazolo[5,4-c]pyridine-2-carboxamide)